6-(ethylphenylsulfamoyl)-4-oxo-1,4-dihydroquinoline-3-carboxylic acid cycloheptylamide C1(CCCCCC1)NC(=O)C1=CNC2=CC=C(C=C2C1=O)S(N(C1=CC=CC=C1)CC)(=O)=O